7-[(3R,4S)-3,4-dihydroxypyrrolidin-1-yl]-6-fluoro-4-oxo-N-[3,3,4,4,4-pentafluorobutan-2-yl]-1-(2,4,6-trifluorophenyl)-1,4-dihydro-1,8-naphthyridine-3-carboxamide O[C@@H]1CN(C[C@@H]1O)C1=C(C=C2C(C(=CN(C2=N1)C1=C(C=C(C=C1F)F)F)C(=O)NC(C)C(C(F)(F)F)(F)F)=O)F